CC(=O)N(CCCC[C@@H](C(=O)[O-])NC(=O)CC(CC(=O)[O-])(C(=O)[O-])O)O The molecule is a tricarboxylic acid trianion obtained by deprotonation of the three carboxy groups of N(alpha)-citryl-N(epsilon)-acetyl-N(epsilon)-hydroxylysine. It is a conjugate base of a N(alpha)-citryl-N(epsilon)-acetyl-N(epsilon)-hydroxylysine.